C1(CCCCC1)[C@@H](C(=O)NC=1C=C2CC(CC2=CC1)(C(=O)O)C(C)C)NC(=O)C1=CC=NN1C 5-((S)-2-cyclohexyl-2-(1-methyl-1H-pyrazole-5-carboxamido)acetamido)-2-isopropyl-2,3-dihydro-1H-indene-2-carboxylic acid